(R)-4-chloro-5,6,6a,7,8,9,10,11-octahydropyrimido[5',4':5,6]pyrido[1,2-a][1,4]diazepine ClC1=NC=NC2=C1CC[C@H]1N2CCCNC1